C(C)(C)(C)OC(=O)N1[C@@H](C[C@H](C1)C)CN1N=CC=2C1=NC(=NC2)Cl.BrCC(=O)C2=CC=C(C=C2)OC 2-bromo-1-(4-methoxyphenyl)ethanone tert-butyl-(2S,4R)-2-((6-chloro-1H-pyrazolo[3,4-d]pyrimidin-1-yl)methyl)-4-methylpyrrolidine-1-carboxylate